C(=O)O.ClC1=C(C(=CC=C1)Cl)C1(CN(C1)C1=CC(=C(CN2CCC(CC2)C(=O)O)C(=C1)C)C)F 1-(4-(3-(2,6-dichlorophenyl)-3-fluoroazetidin-1-yl)-2,6-dimethylbenzyl)piperidine-4-carboxylic acid formate salt